1H-pyrazolo[3,4-d]pyrimidine-4-carbonitrile N1N=CC=2C1=NC=NC2C#N